N1=C(C=NC=C1)CN1C(=CC2=CC=CC=C12)C=O 1-(pyrazin-2-ylmethyl)-1H-indole-2-carbaldehyde